hydroxyethylthiomethyl-tris(mercaptoethylthiomethyl)methane OCCSCC(CSCCS)(CSCCS)CSCCS